2-CHLOROPYRIDINESULFONAMIDE ClC1(NC=CC=C1)S(=O)(=O)N